N1C(=CC=2C1=NC=CC2)S(=O)(=O)NN pyrrolo[2,3-b]pyridine-2-sulfonohydrazide